ClC1=CC=C2CCN(C2=C1)C1=NC=NC2=CC=C(C=C12)B1OC(C(O1)(C)C)(C)C 4-(6-chloroindolin-1-yl)-6-(4,4,5,5-tetramethyl-1,3,2-dioxaborolan-2-yl)quinazoline